2-(5-bromo-1-isopropyl-1H-indol-3-yl)-N-(thiophen-2-ylmethyl)acetamide BrC=1C=C2C(=CN(C2=CC1)C(C)C)CC(=O)NCC=1SC=CC1